O=C1NC(CCC1N1C(OC2=C1C=CC(=C2)C2CCN(CC2)C2CCN(CC2)CCC(=O)O)=O)=O 3-(4-(3-(2,6-dioxopiperidin-3-yl)-2-oxo-2,3-dihydrobenzo[d]oxazol-6-yl)-[1,4'-bipiperidin]-1'-yl)propanoic acid